(R,E)-2-(3-(4-amino-3-(2-fluoro-4-phenoxyphenyl)-1H-pyrazolo[3,4-d]pyrimidin-1-yl)piperidine-1-carbonyl)-4-methyl-4-(4-(oxetan-3-yl)piperazin-1-yl)pent-2-enenitrile NC1=C2C(=NC=N1)N(N=C2C2=C(C=C(C=C2)OC2=CC=CC=C2)F)[C@H]2CN(CCC2)C(=O)\C(\C#N)=C\C(C)(N2CCN(CC2)C2COC2)C